S1SC(CC1)CCCCC(=O)N1CCN(CC1)C1=CC=C(C=C1)NC=1N=C(C2=C(N1)COC2)OC=2C=C(C=CC2)NC(C=C)=O N-(3-((2-((4-(4-(5-(1,2-dithiolan-3-yl)pentanoyl)piperazin-1-yl)phenyl)amino)-5,7-dihydrofuro[3,4-d]pyrimidin-4-yl)oxy)phenyl)acrylamide